(3R)-3-azidopyrrolidine-1-carboxylic acid tert-butyl ester C(C)(C)(C)OC(=O)N1C[C@@H](CC1)N=[N+]=[N-]